1-(4-(3-Hydroxy-2-(pyridin-2-yl)-4,5,6,7-tetrahydro-2H-indazol-5-yl)piperazin-1-yl)prop-2-en-1-one OC=1N(N=C2CCC(CC12)N1CCN(CC1)C(C=C)=O)C1=NC=CC=C1